N-propyl-2-Benzothiazolylsulfenamide C(CC)NSC=1SC2=C(N1)C=CC=C2